C(C)(C)(C)OC(=O)C1=C(C=C(CC2=C3C(=NC(=C2)C(=O)O)C=CO3)C=C1)F 7-(4-(tert-butoxycarbonyl)-3-fluorobenzyl)furo[3,2-b]pyridine-5-carboxylic acid